6-(4-chlorophenyl)-N-[(2S)-1-hydroxyprop-2-yl]-3-oxo-2-(1H-pyrazol-4-yl)-2,3-dihydropyridazine-4-carboxamide ClC1=CC=C(C=C1)C=1C=C(C(N(N1)C=1C=NNC1)=O)C(=O)N[C@H](CO)C